C(C=C(C)C)C([C@@]1([C@]([C@@]([C@](C(O)(O1)CC=C(C)C)(NC(C)=O)CC=C(C)C)(O[C@@](C(=O)O)(C(CC=C(C)C)(CC=C(C)C)CC=C(C)C)CC=C(C)C)CC=C(C)C)(O)CC=C(C)C)CC=C(C)C)(O)CC=C(C)C undecaprenyl-N-acetylmuramic acid